O=C1NC(CCC1N1C(C2=CC=C(C=C2C1=O)N(C1C(C2=CC=CC=C2C1)NC)C)=O)=O 2-(2,6-dioxopiperidin-3-yl)-5-(methyl(1-(methylamino)-2,3-dihydro-1H-inden-2-yl)amino)isoindoline-1,3-dione